(5-Bromopyridin-2-yl)-2-oxopyrrolidine-1-carboxylic acid tert-butyl ester C(C)(C)(C)OC(=O)N1C(C(CC1)C1=NC=C(C=C1)Br)=O